4'-chloro-7'-(8-methylnaphthalen-1-yl)-2'-((1-methylpyrrolidin-2-yl)methoxy)-7',8'-dihydro-6'H-spiro[cyclopropane-1,5'-pyrido[3,4-d]pyrimidine] ClC=1C2=C(N=C(N1)OCC1N(CCC1)C)CN(CC21CC1)C1=CC=CC2=CC=CC(=C12)C